FC(C1=C(OC=2C=C(C=O)C=CC2)C=CC(=C1)C(F)(F)F)(F)F 3-[2,4-Bis(trifluoromethyl)phenoxy]benzaldehyde